4-[5-(aminomethyl)pyrimidin-2-yl]-3-[6-(tert-butylamino)-2-methylpyrimidin-4-yl]oxybenzonitrile NCC=1C=NC(=NC1)C1=C(C=C(C#N)C=C1)OC1=NC(=NC(=C1)NC(C)(C)C)C